FC1=C(C=C(N)C=C1)SSC=1C=C(N)C=CC1F 3,3'-dithiobis(4-fluoroaniline)